COC(=O)C1CCC2(CCC3=CC=C(C=C23)OS(=O)(=O)O)CC1 6'-(sulfooxy)-2',3'-dihydrospiro[cyclohexane-1,1'-indene]-4-carboxylic acid methyl ester